3-((5-aminopyrazin-2-yl)ethynyl)-4-methyl-N-(4-((4-methylpiperazin-1-yl)methyl)-3-(trifluoromethyl)phenyl)benzamide NC=1N=CC(=NC1)C#CC=1C=C(C(=O)NC2=CC(=C(C=C2)CN2CCN(CC2)C)C(F)(F)F)C=CC1C